C(#N)C1=C(C=C(C=N1)C(=O)OC)F methyl 6-cyano-5-fluoro-pyridine-3-carboxylate